1-(1,1-dioxidotetrahydro-2H-thiopyran-4-yl)ethan-1-one O=S1(CCC(CC1)C(C)=O)=O